Di-tert-butyl ((S)-2-(2-(4-chlorophenyl)-2-methylpropanamido)-3,3-dimethylbutanoyl)-D-glutamate ClC1=CC=C(C=C1)C(C(=O)N[C@H](C(=O)N[C@H](CCC(=O)OC(C)(C)C)C(=O)OC(C)(C)C)C(C)(C)C)(C)C